[N+](=O)([O-])C1=CC=C(C=C1)CNC1CCC(CC1)C(=O)OC methyl 4-[(4-nitrophenyl)methylamino]cyclohexanecarboxylate